C(C)OC=1C=C(C=CC1C=1NC(C2=C(N1)NN=N2)=O)C2=CC(=CC(=C2)O)O[C@H](C(=O)O)C (S)-2-((3'-ethoxy-5-hydroxy-4'-(7-oxo-6,7-dihydro-3H-[1,2,3]triazolo[4,5-d]pyrimidin-5-yl)-[1,1'-biphenyl]-3-yl)oxy)propanoic acid